4-(5-(2,6-dimethylphenoxy)-1-(2-hydroxy-2-methylpropyl)-1H-pyrazolo[4,3-b]pyridin-6-yl)-N-ethyl-6-methyl-7-oxo-6,7-dihydro-1H-pyrrolo[2,3-c]pyridine-2-carboxamide CC1=C(OC2=C(C=C3C(=N2)C=NN3CC(C)(C)O)C=3C2=C(C(N(C3)C)=O)NC(=C2)C(=O)NCC)C(=CC=C1)C